BrC=1C(=NC2=CC(=CC=C2C1)CCC1=C[C@H]([C@H]2[C@@H]1OC(O2)(C)C)N2C=C(C1=C2N=CN=C1Cl)F)NCC1=CC=C(C=C1)OC 3-Bromo-7-(2-((3aS,4R,6aR)-4-(4-chloro-5-fluoro-7H-pyrrolo[2,3-d]pyrimidin-7-yl)-2,2-dimethyl-3a,6a-dihydro-4H-cyclopenta[d][1,3]dioxol-6-yl)ethyl)-N-(4-methoxybenzyl)quinolin-2-amine